C1=C(C=CC=2OC3=C(C21)C=CC=C3)C3=C2C=CC=CC2=C(C2=CC=CC=C32)B(O)O [10-(2-dibenzofuranyl)-9-anthracenyl]boronic acid